FC1CN(C1)C1=C(C(=C(N=N1)OC1=C(C=C(C=C1)F)C)C(=O)OC)C methyl 6-(3-fluoroazetidin-1-yl)-3-(4-fluoro-2-methyl-phenoxy)-5-methyl-pyridazine-4-carboxylate